O=C1NC(CCC1N1CC2=CC=C(C=C2C1=O)C(C)NC(OCC=1C=NC(=CC1)OC1CCOCC1)=O)=O (6-((tetrahydro-2H-pyran-4-yl)oxy)pyridin-3-yl)methyl (1-(2-(2,6-dioxopiperidin-3-yl)-3-oxoisoindolin-5-yl)ethyl)carbamate